3-[[4-[[(2R)-2-aminopropyl]-benzyl-amino]-6-(2,6-dimethylphenyl)pyrimidin-2-yl]sulfamoyl]benzoic acid N[C@@H](CN(C1=NC(=NC(=C1)C1=C(C=CC=C1C)C)NS(=O)(=O)C=1C=C(C(=O)O)C=CC1)CC1=CC=CC=C1)C